N-[(1R,2R,5S)-5-[(dimethylamino)carbonyl]-2-[(diphenoxyphosphoryl)oxy]cyclohexyl]carbamic acid tert-butyl ester C(C)(C)(C)OC(N[C@H]1[C@@H](CC[C@@H](C1)C(=O)N(C)C)OP(=O)(OC1=CC=CC=C1)OC1=CC=CC=C1)=O